2-(4-((4-(4-methylthiobenzyl)piperazin-1-yl)methyl)-2,6-dimethylphenoxy)-2-methylpropanoic acid ethyl ester C(C)OC(C(C)(C)OC1=C(C=C(C=C1C)CN1CCN(CC1)CC1=CC=C(C=C1)SC)C)=O